2-methyl-1-(4'-methylthiophenyl)-2-morpholinopropane-1-one CC(C(=O)C1=CC=C(C=C1)SC)(C)N1CCOCC1